(E)-5-(phenylthio)-6-tosylhex-5-enoate C1(=CC=CC=C1)S\C(\CCCC(=O)[O-])=C\S(=O)(=O)C1=CC=C(C)C=C1